(4-(2-(3-(2-bromo-6-methoxypyridin-3-yl)-4-oxo-7-(trifluoromethyl)-3,4-dihydroquinazolin-1(2H)-yl)-5-fluorophenyl)butyl)-carbamic acid tert-butyl ester C(C)(C)(C)OC(NCCCCC1=C(C=CC(=C1)F)N1CN(C(C2=CC=C(C=C12)C(F)(F)F)=O)C=1C(=NC(=CC1)OC)Br)=O